tert-butyl 4-((2-acetyl-4-fluorophenyl)amino)piperidine-1-carboxylate C(C)(=O)C1=C(C=CC(=C1)F)NC1CCN(CC1)C(=O)OC(C)(C)C